(2R,3S)-beta-methylcyclohexyl-alanine CC[C@@H](NC1CCCCC1)C(=O)O